tert-butyl ((5-chloro-4-oxo-3,4-dihydrophthalazin-1-yl)methyl)carbamate ClC1=C2C(NN=C(C2=CC=C1)CNC(OC(C)(C)C)=O)=O